tert-Butyl N-[2-(6-chloropyridin-3-yl)-2-hydroxyethyl]carbamate ClC1=CC=C(C=N1)C(CNC(OC(C)(C)C)=O)O